CC1(CNC1)C(=O)N1CCCCC1 (3-methylazetidin-3-yl)(piperidin-1-yl)methanone